F[P-](F)(F)(F)(F)F.FC(C1=CC=CC=C1[PH3+])(F)F (6-trifluoromethylphenyl)phosphonium hexafluorophosphate